1-amino-2-methyl-3,3-diethoxypropane NCC(C(OCC)OCC)C